(3R,7R)-2-(3,4-dichlorobenzoyl)-3,7-dimethyl-9-((S*)-1-(pyrimidin-2-yl)ethyl)-1,2,3,4,8,9-hexahydropyrido[4',3':3,4]pyrazolo[1,5-a]pyrazin-10(7H)-one ClC=1C=C(C(=O)N2CC=3C(=NN4C3C(N(C[C@H]4C)[C@@H](C)C4=NC=CC=N4)=O)C[C@H]2C)C=CC1Cl |o1:18|